C1(=C(C=CC=C1)N1CCNCC1)C 4-(o-tolyl)piperazin